FC(OC1C2CN(C(C1)C2)C(=O)[O-])F 5-(difluoromethoxy)-2-azabicyclo[2.2.1]heptane-2-carboxylate